2-[3,5-dibromo-2-({[3-bromo-1-(3-chloropyridin-2-yl)-1H-pyrazol-5-yl]carbonyl}amino)benzoyl]-2-ethyl-1-methylhydrazinecarboxylic acid methyl ester COC(=O)N(N(CC)C(C1=C(C(=CC(=C1)Br)Br)NC(=O)C1=CC(=NN1C1=NC=CC=C1Cl)Br)=O)C